(S)-N-(1-(5-fluoropyrimidin-2-yl)ethyl)-3-(5-isopropoxy-1H-pyrazol-3-yl)-3H-imidazo[4,5-b]pyridin-5-amine FC=1C=NC(=NC1)[C@H](C)NC1=CC=C2C(=N1)N(C=N2)C2=NNC(=C2)OC(C)C